O[C@H]1C[C@H](N(C1)C(=O)C1=CC(=NC=C1)C(=O)NC1=CC(=CC=C1)[C@@H](CC=1N(C=CN1)C)C)C 4-((2R,4S)-4-hydroxy-2-methylpyrrolidine-1-carbonyl)-N-(3-((R)-1-(1-methyl-1H-imidazol-2-yl)propan-2-yl)phenyl)picolinamide